FC1=C(C=CC=C1OCC)N1C(=C2C=NN(C(C2=C1C)=O)C1=NC=CC=C1)C 6-(2-Fluoro-3-ethoxy-phenyl)-5,7-dimethyl-3-(2-pyridyl)pyrrolo[3,4-d]pyridazin-4-one